FC(C=1C(=CC=C2C(C(C(C12)=O)(F)F)(F)F)OC=1C=NC=NC1)F 7-(difluoromethyl)-2,2,3,3-tetrafluoro-6-(pyrimidin-5-yloxy)-2,3-dihydro-1H-inden-1-one